diamino-2,2'-stilbeneDisulfonic Acid NC(=C(C=1C(=CC=CC1)S(=O)(=O)O)N)C=1C(=CC=CC1)S(=O)(=O)O